C(N)(OCCCCCCCC(=O)NC1=CC=C(C=C1)N[C@@H]1C[C@@H](N(C2=CC=CC=C12)C(CC)=O)C)=O (8-((4-(((2S,4R)-2-methyl-1-propionyl-1,2,3,4-tetrahydroquinolin-4-yl) amino) phenyl) amino)-8-oxooctyl) carbamate